2-(5-chloro-2-thienyl)acetic acid ClC1=CC=C(S1)CC(=O)O